BrCCC1=CC(=C(CN2C(N(CCC2)C2=CC(=C(C=C2)OC)COCCCC)=O)C=C1)OC 1-(4-(2-bromoethyl)-2-methoxybenzyl)-3-(3-(butoxymethyl)-4-methoxyphenyl)tetrahydropyrimidin-2(1H)-one